(2R,6R)-2-methyl-6-(5-methyl-1H-pyrazol-4-yl)-4-(6-(6-(trifluoromethyl)imidazo[1,2-b]pyridazin-3-yl)pyrimidin-4-yl)morpholine bis(2-ethylhexyl)sulfosuccinate sodium salt [Na+].C(C)C(CC(C(C(=O)[O-])S(=O)(=O)O)(C(=O)[O-])CC(CCCC)CC)CCCC.C[C@@H]1CN(C[C@H](O1)C=1C=NNC1C)C1=NC=NC(=C1)C1=CN=C2N1N=C(C=C2)C(F)(F)F.[Na+]